(Methyl(1-phenylcyclopropyl)amino)methyl-5-fluoro-N-hydroxynicotinamide CN(C1(CC1)C1=CC=CC=C1)CC1=C(C(=O)NO)C=C(C=N1)F